1-[2-(difluoromethyl)-3-methylpyridin-5-yl]-4,4-difluoro-3,3-dimethyl-3,4-dihydroisoquinoline FC(C1=NC=C(C=C1C)C1=NC(C(C2=CC=CC=C12)(F)F)(C)C)F